C(C=C)C(C(=O)O)(C)C1CCCCC1.C(CC)(=O)OCC=CC1CCCCC1 3-cyclohexyl-prop-2-enyl propionate (allyl cyclohexyl propionate)